CC1=CC=C(C=C1)S(=O)(=O)O.C(C)OC1=NC(=NC=C1C(=O)NC=1C=C(C=2N(C1)C=C(N2)C)F)N2CC(CC2)CNC 4-ethoxy-N-(8-fluoro-2-methylimidazo[1,2-a]pyridin-6-yl)-2-(3-((methylamino)methyl)pyrrolidin-1-yl)pyrimidine-5-carboxamide 4-methylbenzenesulfonate